1-(5-(2-fluorophenyl)-1-((3-(piperazin-1-yl)phenyl)sulfonyl)-1H-pyrrol-3-yl)-N-methyl-methylamine dihydrochloride Cl.Cl.FC1=C(C=CC=C1)C1=CC(=CN1S(=O)(=O)C1=CC(=CC=C1)N1CCNCC1)CNC